C(#N)C=1C=NC2=CC=NC(=C2C1)N1C[C@H](N([C@H](C1)C)C(=O)OC(C)(C)C)C tert-butyl (2R,6S)-4-(3-cyano-1,6-naphthyridin-5-yl)-2,6-dimethyl-piperazine-1-carboxylate